4-((3-fluoropyridin-2-yl)thio)-6-(5-methyl-1-(1-(pyrimidin-2-ylmethyl)piperidin-4-yl)-1H-pyrazol-4-yl)pyrazolo[1,5-a]pyridine-3-carbonitrile FC=1C(=NC=CC1)SC=1C=2N(C=C(C1)C=1C=NN(C1C)C1CCN(CC1)CC1=NC=CC=N1)N=CC2C#N